carbonodithioate C([O-])(=S)[S-]